2,4-dichloro-6-ethyl-pyrimidine-5-carboxylic acid methyl ester COC(=O)C=1C(=NC(=NC1CC)Cl)Cl